methyl-2-vinylpyridine formate C(=O)O.CC=1C(=NC=CC1)C=C